3-(4-chlorophenyl)-1-methyl-1H-pyrazole ClC1=CC=C(C=C1)C1=NN(C=C1)C